COC1=NC2=C(C(=CC=C2C=C1)C1=CC=C(OC2CCN(CC2)C(=O)OC(C)(C)C)C=C1)C tert-Butyl 4-[4-(2-methoxy-8-methyl-7-quinolyl)phenoxy]piperidine-1-carboxylate